5-chloro-2-(4-fluoro-2-hydroxyphenoxy)-N-(6-oxo-1,6-dihydropyridazin-4-yl)-4-(trifluoromethyl)benzamide ClC=1C(=CC(=C(C(=O)NC=2C=NNC(C2)=O)C1)OC1=C(C=C(C=C1)F)O)C(F)(F)F